Cl.C[C@H]1N([C@H](CNC1)C)CC(=O)NC1=CC=C(C=C1)C1C(NC(CC1)=O)=O 2-((2R,6S)-2,6-dimethylpiperazin-1-yl)-N-(4-(2,6-dioxopiperidin-3-yl)phenyl)acetamide hydrochloride